(1-methyl-3-(oxetan-3-yloxy)-1H-pyrazol-4-yl)carboxamide CN1N=C(C(=C1)C(=O)N)OC1COC1